2,2'-bis(ethylthio)-1,1'-biphenyl C(C)SC1=C(C=CC=C1)C1=C(C=CC=C1)SCC